trithiol propionate C(CC)(=O)O.S1SSC=C1